O=C1C=CC(=NN1CC(=O)NC1=C(C=CC=C1)C(F)(F)F)C1=CC=CC=C1 2-(6-oxo-3-phenylpyridazin-1(6H)-yl)-N-(2-(trifluoromethyl)phenyl)acetamide